ClC=1C=C(C=CC1Cl)C(CN(C)C)NS(=O)(=O)C1=CC=C(C=C1)OC(F)(F)F N-(1-(3,4-dichlorophenyl)-2-(dimethylamino)ethyl)-4-(trifluoromethoxy)benzenesulfonamide